OC(CCCC\C=C/CCCCC)CCC\C=C/CCCCC (6Z,16Z)-12-hydroxydocosa-6,16-dien